C(#N)[C@H]1N(CSC1)C(CNC(=O)C1=CC=NC2=CC=C(C=C12)C1(CCOCC1)O)=O (R)-N-(2-(4-cyanothiazolidin-3-yl)-2-oxoethyl)-6-(4-hydroxytetrahydro-2H-pyran-4-yl)-quinoline-4-carboxamide